C(C1=CC=CC=C1)O[C@H]1C[C@H](N(C1)C(=O)OC(C)(C)C)C(=O)O (2S,4S)-4-(benzyloxy)-1-(tert-butoxycarbonyl)pyrrolidine-2-carboxylic Acid